BrC=1C=C2N(N=CC(=C2N[C@@H]2CC[C@@H](CC2)NS(=O)(=O)CCC)C(=NC2=C(C=CC(=C2)F)Cl)N)C1 6-bromo-N'-(2-chloro-5-fluoro-phenyl)-4-[cis-[4-(propylsulfonylamino)cyclohexyl]amino]pyrrolo[1,2-b]pyridazine-3-carboxamidine